BrC(C)([2H])C=1C=C(C=C2C(N(C=3N(C12)C=NC3C(=O)N(C([2H])([2H])[2H])C([2H])([2H])[2H])C([2H])([2H])[2H])=O)C 9-(1-bromoethyl-1-d)-7-methyl-N,N,4-tris(methyl-d3)-5-oxo-4,5-dihydroimidazo[1,5-a]quinazoline-3-carboxamide